acetyl(4-fluorobenzyl)amino-7-[(dimethylamino)methyl]-6-hydroxy-1-benzothiophene-3-carboxylate C(C)(=O)C1=CC(=C(C2=C1C(=C(S2)NCC2=CC=C(C=C2)F)C(=O)[O-])CN(C)C)O